FC(C=1C=CC=2N(C1)N=C(C2)C2CNC2)(F)F 3-[6-(trifluoromethyl)pyrazolo[1,5-a]pyridin-2-yl]azetidine